9-[(3'-9-phenyl-9H-carbazole-3-yl)biphenyl-4-yl]naphtho[1',2':4,5]furo[2,3-b]pyrazine C1(=CC=CC=C1)N1C2=CC=CC=C2C=2C=C(C=CC12)C=1C=C(C=CC1)C1=CC=C(C=C1)C1=CN=C2C(=N1)OC1=C2C=2C=CC=CC2C=C1